(R)-(2-(2-fluoropropoxy)pyridin-4-yl)methylamine F[C@@H](COC1=NC=CC(=C1)CN)C